5-cyclopentadecylidenepentyl (3-(trimethylammonio)propyl) phosphate P(=O)(OCCCCC=C1CCCCCCCCCCCCCC1)(OCCC[N+](C)(C)C)[O-]